L-digitoxose O=CC[C@@H](O)[C@@H](O)[C@@H](O)C